NOC1=CC=C(C=C1)C=CC(=O)C1=CC=C(C(=O)O)C=C1 4-[3-(4-Aminooxyphenyl)prop-2-enoyl]benzoic acid